FC(C[C@H](C(=O)NC1=NC=CC(=C1)C1=C(C2=NC(=CC(=C2N1)[C@@H]1OCCC1)F)C1=NC=CC=C1)C1=CC=C(C=C1)F)F (2S)-4,4-difluoro-N-(4-{5-fluoro-7-[(2R)-oxolan-2-yl]-3-(pyridin-2-yl)-1H-pyrrolo[3,2-b]pyridin-2-yl}pyridin-2-yl)-2-(4-fluorophenyl)butanamide